O=C1NCC=2N=C(N=C(C21)NC=2C=C(C=CC2)C)N[C@H]2[C@H](CCCC2)NC(OC(C)(C)C)=O tert-butyl (1S,2R)-2-(5-oxo-4-(m-tolylamino)-6,7-dihydro-5H-pyrrolo[3,4-d]pyrimidin-2-ylamino)cyclohexylcarbamate